[N+](=O)([O-])[O-].[Mg+3].[N+](=O)([O-])[O-].[N+](=O)([O-])[O-] Magnesium (III) nitrate